C1(CCC1)C=1C(=NN(C1C1CCCCC1)C)NC(C[C@@H]1C(C(C1)(F)F)(F)F)=O (S)-N-(4-cyclobutyl-5-cyclohexyl-1-methyl-1H-pyrazol-3-yl)-2-(2,2,3,3-tetrafluorocyclobutyl)acetamide